4-((S)-4-propenoyl-3-(cyanomethyl)piperazin-1-yl)-7-(2-amino-6-fluorophenyl)-6-chloro-1-(2-isopropyl-4-methylpyridin-3-yl)-2-oxo-1,2-dihydro-1,8-naphthyridine-3-carbonitrile C(C=C)(=O)N1[C@H](CN(CC1)C1=C(C(N(C2=NC(=C(C=C12)Cl)C1=C(C=CC=C1F)N)C=1C(=NC=CC1C)C(C)C)=O)C#N)CC#N